CC1=NC=C(C(=C1)C1=CC=2N(C=C1)N=C(C2)NC2=NC(=NC=C2)C)OC2C[C@@H]1COC[C@H](C2)N1 5-[2-methyl-5-[[(1S,5R,7s)-3-oxa-9-azabicyclo[3.3.1]nonan-7-yl]oxy]-4-pyridyl]-N-(2-methylpyrimidin-4-yl)pyrazolo[1,5-a]pyridin-2-amine